CC1(OCCC(C1)C1=NC=2C(=NC=CC2)N1)C 2-(2,2-dimethyltetrahydropyran-4-yl)-3H-imidazo[4,5-b]pyridin